diphenyl-oxalyl-diamine C1(=CC=CC=C1)NC(C(=O)NC1=CC=CC=C1)=O